Ethyl 3-hydroxy-4-[(E)-3-(4-octoxyphenyl)prop-2-enoyl]benzoate OC=1C=C(C(=O)OCC)C=CC1C(\C=C\C1=CC=C(C=C1)OCCCCCCCC)=O